6-(3-((benzyloxy)methyl)-4-ethyl-5-oxo-4,5-dihydro-1H-1,2,4-triazol-1-yl)-4-(sec-butyl)-2-(2-chloro-6-fluorophenyl)-7-fluoroisoquinolin-1(2H)-one C(C1=CC=CC=C1)OCC1=NN(C(N1CC)=O)C=1C=C2C(=CN(C(C2=CC1F)=O)C1=C(C=CC=C1F)Cl)C(C)CC